O=C1N(CCC(N1)=O)N1C(C2=CC=C(C=C2C1=O)CN1CCN(CC1)C1=CSC(=C1)C)=O 2-(2,4-dioxotetrahydropyrimidin-1(2H)-yl)-5-((4-(5-methylthiophen-3-yl)piperazin-1-yl)methyl)isoindoline-1,3-dione